N1=CC=CC(=C1)[C@H]1NCCC1 (S)-demethylnicotine